ethylene bis(diethyldithiocarbamate) C(C)N(C(SCCSC(N(CC)CC)=S)=S)CC